allyl N-(((9H-fluoren-9-yl)methoxy)carbonyl)-1-(4-bromobenzyl)-Nα-methyl-L-tryptophyl-L-leucinate C1=CC=CC=2C3=CC=CC=C3C(C12)COC(=O)N([C@@H](CC1=CN(C2=CC=CC=C12)CC1=CC=C(C=C1)Br)C(=O)N[C@@H](CC(C)C)C(=O)OCC=C)C